COC1=C(C=CC(=C1)OC)C1=NC(=NC=C1)C1=CC=C(C=C1)C 4-(2,4-Dimethoxyphenyl)-2-(4-(methyl)phenyl)pyrimidine